COC[C@@H]1NCCC2=C(C=CC=C12)OCC(F)(F)F |r| (+/-)-1-(methoxymethyl)-5-(2,2,2-trifluoroethoxy)-1,2,3,4-tetrahydroisoquinoline